3-[[bis(2-methylpropyloxy)thiophosphinyl]thio]-2-methyl-propanoic acid CC(COP(=S)(SCC(C(=O)O)C)OCC(C)C)C